2,2-Dimethyl-N-phenethyl-3,4-dihydro-1,5-naphthyridine-1(2H)-carboxamide CC1(N(C2=CC=CN=C2CC1)C(=O)NCCC1=CC=CC=C1)C